N-((1-(dimethylamino)cyclopentyl)methyl)-2-(3-cyano-4-isobutoxyphenyl)-4-methylthiazole-5-carboxamide hydrochloride Cl.CN(C1(CCCC1)CNC(=O)C1=C(N=C(S1)C1=CC(=C(C=C1)OCC(C)C)C#N)C)C